C(C1=CC=CC=C1)OC(=O)N1CC(CCC1)(C(=O)O)CSC 1-((benzyloxy)carbonyl)-3-((methylthio)methyl)piperidine-3-carboxylic acid